OC1(CCN(CC1)C(C[C@@H](C)C1=CC=CC=C1)=O)CN1CN=C(C=C1)C=1C=CC=C2C=NN(C12)C (R)-3-((4-Hydroxy-1-(3-phenylbutanoyl)piperidin-4-yl)methyl)-6-(1-methyl-1H-indazol-7-yl)pyrimidin